C1N(CC12COCCC2)CCOC=2C=C(C=1N(C2)N=CC1C#N)C1=NC=C(N=C1)N1CC2N(C(C1)C2)CC=2C=NC(=CC2)OC 6-(2-(6-oxa-2-azaspiro[3.5]non-2-yl)ethoxy)-4-(5-(6-((6-methoxypyridine-3-yl)methyl)-3,6-diazabicyclo[3.1.1]heptan-3-yl)pyrazin-2-yl)pyrazolo[1,5-a]pyridine-3-Nitrile